COCC1CCC2=CC=3CCCC3C=C12 1-(methoxymethyl)-1,2,3,5,6,7-hexahydro-s-indacene